(3-methyl-3-oxetanylmethyl) methacrylate C(C(=C)C)(=O)OCC1(COC1)C